FC1=CC=C2C(=CNC(C2=C1F)=O)C(C)N(C(=O)NCC1=CC(=C(C=C1)F)F)C 1-(1-(7,8-difluoro-1-oxo-1,2-dihydroisoquinolin-4-yl)ethyl)-3-(3,4-difluorobenzyl)-1-methylurea